(Z)-3-(3-(4-amino-2-fluorobut-2-enylsulfonyl)phenoxy)-N,N-dimethylbenzenesulfonamide hydrochloride Cl.NC\C=C(\CS(=O)(=O)C=1C=C(OC=2C=C(C=CC2)S(=O)(=O)N(C)C)C=CC1)/F